3-methyl-3-((methylamino)methyl)-6-(pyrimidin-4-ylamino)-2,3-dihydroimidazo[1,5-a]pyridine-1,5-dione CC1(NC(C=2N1C(C(=CC2)NC2=NC=NC=C2)=O)=O)CNC